CN(CCN(C1=C(C=C(C(=C1)OC)NC1=NC=NC(=C1)N1OCC[C@@H]1C1=CC(=CC(=C1)C1=CSC=C1)F)NC(C=C)=O)C)C (R)-N-(2-((2-(dimethylamino)-ethyl)(methyl)-amino)-5-((6-(3-(3-fluoro-5-(thiophen-3-yl)phenyl)-isoxazolidin-2-yl)-pyrimidin-4-yl)-amino)-4-methoxy-phenyl)acrylamide